Cl.N1[C@@H](CC1)C(=O)N (S)-azetidine-2-carboxamide hydrochloride